6-(methylthio)-1-(2,4,5-trifluorobenzyl)-1,3,5-triazine-2,4(1H,3H)-dione CSC1=NC(NC(N1CC1=C(C=C(C(=C1)F)F)F)=O)=O